IC=1C=CC=2C3=CC=C(C=4C(=CC=C(C5=CC=C(C1C52)C(=O)O)C43)I)C(=O)O 3,9-diiodoperylene-4,10-dicarboxylic acid